azido-2'-deoxyuridine 5'-triphosphate P(O)(=O)(OP(=O)(O)OP(=O)(O)O)OC[C@@H]1[C@H](C[C@@](O1)(N1C(=O)NC(=O)C=C1)N=[N+]=[N-])O